2-(5-chloropyrazin-2-yl)-6-(methylsulfonyl)-2,6-diazaspiro[3.3]heptane ClC=1N=CC(=NC1)N1CC2(C1)CN(C2)S(=O)(=O)C